tert-butyl 4-((4-(2-methoxy-2-oxoethyl)piperazin-1-yl)methyl)piperidine-1-carboxylate COC(CN1CCN(CC1)CC1CCN(CC1)C(=O)OC(C)(C)C)=O